(R)-1-(8-methoxy-9-(2-methyl-2H-tetrazol-5-yl)-1-(thiophen-2-yl)-5,6-dihydroimidazo[5,1-a]isoquinoline-3-carbonyl)-2-methylpyrrolidine-2-carbonitrile COC=1C=C2CCN3C(C2=CC1C=1N=NN(N1)C)=C(N=C3C(=O)N3[C@](CCC3)(C#N)C)C=3SC=CC3